COC1=CC=C(CN2C(C(CC2)(C2=CC(=NN2)C2=NC=CC=C2NC2=CC=C(C=C2)C(F)(F)F)C)=O)C=C1 1-(4-methoxybenzyl)-3-methyl-3-(3-(3-((4-(trifluoromethyl)phenyl)amino)pyridin-2-yl)-1H-pyrazol-5-yl)pyrrolidin-2-one